ClC1=NC=C(C2=CC=C(C=C12)O[C@@H](C(=O)N1C[C@H](CCC1)C(=O)O)C)C1=C(C=C(C=C1)F)Cl (S)-1-((R)-2-((1-chloro-4-(2-chloro-4-fluorophenyl)isoquinolin-7-yl)oxy)propanoyl)piperidine-3-carboxylic acid